FC=1C(=C(C=CC1)C=1C(CC=CC1)(C1=C(C=CC=C1)C(F)(F)F)O)C(F)(F)F fluoro-2,2''-bis(trifluoromethyl)terphenyl-2'-ol